1-[[3-[6-(2-hydroxy-4,6-dimethyl-phenyl)pyrido[2,3-b]pyrazin-3-yl]-1-piperidyl]methyl]cyclopropane-carboxylic acid OC1=C(C(=CC(=C1)C)C)C=1C=CC=2C(=NC(=CN2)C2CN(CCC2)CC2(CC2)C(=O)O)N1